4-(2,7-diazaspiro[3.5]non-2-yl)-7-(2,2,2-trifluoroethyl)quinazoline C1N(CC12CCNCC2)C2=NC=NC1=CC(=CC=C21)CC(F)(F)F